N-(2-bromo-6-carbamoyl-4-chloro-phenyl)-2-(3-chloro-2-pyridyl)-5-[[4-(trifluoromethyl)triazol-2-yl]methyl]pyrazole-3-carboxamide BrC1=C(C(=CC(=C1)Cl)C(N)=O)NC(=O)C=1N(N=C(C1)CN1N=CC(=N1)C(F)(F)F)C1=NC=CC=C1Cl